N-(2,3-dihydroxypropyl)-4-(2H-tetrazol-5-yl)benzenesulfonamide OC(CNS(=O)(=O)C1=CC=C(C=C1)C=1N=NNN1)CO